CC=1OCCN1 (2-methyl)Oxazoline